7-octene-2,3,5,6-tetracarboxylic acid CC(C(CC(C(C=C)C(=O)O)C(=O)O)C(=O)O)C(=O)O